NC1=NC=2C=C(C=CC2C2=C1N=C(N2CC(C)(OC(C)O)C)COCC)Br (1-(4-amino-7-bromo-2-(ethoxymethyl)-1H-imidazo[4,5-C]quinolin-1-yl)-2-methylpropan-2-yloxy)ethan-1-ol